[N+](=O)([O-])C=1C=CC2=C(OCC(N2)=O)C1 7-nitro-2H-benzo[b][1,4]oxazin-3(4H)-one